C(#N)[C@H]1N(CSC1)C(CNC(=O)C1=CC=NC2=CC=C(C=C12)N1CCC2(CCOCC2)CC1)=O (R)-N-(2-(4-cyanothiazolidin-3-yl)-2-oxoethyl)-6-(3-oxa-9-azaspiro[5.5]undecan-9-yl)quinoline-4-carboxamide